ClC1OC(OC1Cl)=O 4,5-dichloro-1,3-dioxolan-2-one